C(C1=CC=CC=C1)N1N=C2C(N(CCC2=C1Cl)[C@H]1C(N(C2=C(SC1)C=C1C(C=CO1)=C2)C)=O)=O (S)-3-(2-benzyl-3-chloro-7-oxo-2,4,5,7-tetrahydro-6H-pyrazolo[3,4-c]pyridin-6-yl)-1-methyl-3,4-dihydrobenzofuro[6,5-b][1,4]thiazepine-2(1H)-one